BrC1=CC(=C(C#N)C(=C1)F)OCC1=C(C=C(C=C1)OC)OC 4-Bromo-2-((2,4-dimethoxybenzyl)oxy)-6-fluorobenzonitrile